5-cyclopropylsulfonylpyridin-2-amine C1(CC1)S(=O)(=O)C=1C=CC(=NC1)N